CC(C)C1=C(C(=CC=C1)C(C)C)N1CN(C=C1)C1=C(C=CC=C1C(C)C)C(C)C 1,3-bis[2,6-bis(1-methylethyl)phenyl]-1,3-dihydro-2H-imidazole